BrC=1C(=C(C(=NC1)Cl)[N+](=O)[O-])N 5-Bromo-2-chloro-3-nitro-pyridin-4-amine